C(C)(C)(C)OC(=O)N1CCN(CC1)S(=O)(=O)Cl 4-Chlorosulfonylpiperazine-1-carboxylic acid tert-butyl ester